methyl (Z)-3-methoxy-2-[2-methyl-5-[3-[(E)-prop-1-enyl]pyrazol-1-yl]phenoxy]prop-2-enoate CO\C=C(\C(=O)OC)/OC1=C(C=CC(=C1)N1N=C(C=C1)\C=C\C)C